(2-(2-chlorobenzoyl)hydrazino)-2-oxoacetic acid ClC1=C(C(=O)NNC(C(=O)O)=O)C=CC=C1